BrC=1C=C(N(N1)C1=NC=CC=C1Cl)C1=NC2=C(C(O1)=O)C=C1C(=C2C)SC=N1 6-[5-bromo-2-(3-chloro-2-pyridinyl)pyrazol-3-yl]-4-methyl-thiazolo[4,5-g][3,1]benzoxazin-8-one